C(C)(C)(C)OC(N(C)C1CCN(CC1)C1=CC2=C(N(C(N2C)=O)C2C(NC(CC2)=O)=O)C=C1)=O N-[1-[1-(2,6-dioxo-3-piperidyl)-3-methyl-2-oxo-benzimidazol-5-yl]-4-piperidyl]-N-methyl-carbamic acid tert-butyl ester